FC1=CC(=NC=C1)N1N=CC(=C1C(F)(F)F)C(=O)O 1-(4-fluoropyridin-2-yl)-5-(trifluoromethyl)-1H-pyrazole-4-carboxylic acid